BrC=1C(=C(OC2CCC(CC2)CC[C@H](C)N2CCN(CC2)C=2C=CC=C3C(=NN(C23)C)C2C(NC(CC2)=O)=O)C=CC1)C(F)(F)F 3-(7-(4-((S)-4-((1r,4R)-4-(3-bromo-2-(trifluoromethyl)phenoxy)cyclohexyl)butan-2-yl)piperazin-1-yl)-1-methyl-1H-indazol-3-yl)piperidine-2,6-dione